N1=C(C=CC=C1)CCSC[C@@H]([C@H](CSCCC1=NC=CC=C1)O)O (2R,3R)-1,4-bis[2-(2-pyridyl)ethyl-sulfanyl]butane-2,3-diol